rac-tert-Butyl 3-(4-(ethoxycarbonyl)-2-(trifluoromethyl)phenyl)piperidine-1-carboxylate C(C)OC(=O)C1=CC(=C(C=C1)[C@@H]1CN(CCC1)C(=O)OC(C)(C)C)C(F)(F)F |r|